Cl.Cl.B(O)(O)CC[C@@H]1CC[C@H]([C@](C1)(C(=O)O)NC)CN(CC1=CC=CC=C1)CC1=CC=CC=C1 (1R,2S,5R)-5-(2-Boronoethyl)-2-((dibenzylamino)methyl)-1-(methylamino)cyclohexane-1-carboxylic acid dihydrochloride